di-tert-butyl-(2r,4r)-4-((6-bromo-3-fluoro-4-(2-fluoropropane-2-yl)pyridin-2-yl)methyl)-2-methylpiperidine-1,4-dicarboxylic acid C(C)(C)(C)C1[C@](N(CC[C@@]1(C(=O)O)CC1=NC(=CC(=C1F)C(C)(C)F)Br)C(=O)O)(C)C(C)(C)C